OC1=CC(=NC=C1C(=O)NCC1=CC(=CC=C1)C(F)(F)F)N1N=CC=C1 4-Hydroxy-6-(1H-pyrazol-1-yl)-N-(3-(trifluoromethyl)benzyl)nicotinamide